N=1ON=C2C1C=CC(=C2)OC2=C(C=C(N)C=C2)C 4-(benzo[c][1,2,5]oxadiazol-5-yloxy)-3-methylaniline